vitamin C monophosphate P(=O)(O)(O)O.OC=1[C@H](OC(C1O)=O)[C@H](CO)O